Diethyl (4-(5-(2-amino-4-oxo-3,4-dihydro-5H-pyrrolo[3,2-d]pyrimidin-5-yl)pentyl)-2-fluorobenzoyl)-L-glutamate NC=1NC(C2=C(N1)C=CN2CCCCCC2=CC(=C(C(=O)N[C@@H](CCC(=O)OCC)C(=O)OCC)C=C2)F)=O